(S)-hydroxy-octadecatrienoic acid OC(C(=O)O)=CC=CC=CCCCCCCCCCCC